ClC=1C=C(C=NC1N1CCOCC1)C=1C(=CC(=C(C1)NC(=O)C1=CNC(C=C1C(F)(F)F)=O)N1C[C@H](N([C@H](C1)C)C)C)F |r| N-[5-(5-chloro-6-morpholin-4-ylpyridin-3-yl)-4-fluoro-2-[rac-(3R,5S)-3,4,5-trimethylpiperazin-1-yl]phenyl]-6-oxo-4-(trifluoromethyl)-1H-pyridine-3-carboxamide